CN1N=CC(=C1)C1=CC=C2C(=N1)C(=CS2)NC2=CC=CC1=CC=CC=C21 5-(1-methyl-1H-pyrazol-4-yl)-N-(naphthalen-1-yl)thieno[3,2-b]pyridin-3-amine